C1(CC1)N=S(=O)(C(F)(F)F)C=1C=CC2=C(N=C(O2)C2=C(C=C(C=N2)C2(CC2)C#N)S(=O)(=O)CC)C1 1-[6-[5-[N-cyclopropyl-S-(trifluoromethyl)sulfonimidoyl]-1,3-benzoxazol-2-yl]-5-ethylsulfonyl-3-pyridyl]cyclopropane-carbonitrile